COC1CCN(CC1)C1CC(C1)C(=O)N 3-(4-methoxypiperidin-1-yl)cyclobutane-1-carboxamide